C12(CC(C1)C2)NCC=2NC1=CC(=CC=C1C2)CNC(=O)C=2N=C1N(C(C2)=O)C=CC=C1 N-[[2-[(1-bicyclo[1.1.1]pentanylamino)methyl]-1H-indol-6-yl]methyl]-4-oxo-pyrido[1,2-a]pyrimidine-2-carboxamide